3-((1S,3R)-3-((5-cyano-4-(1-methyl-1H-pyrazol-4-yl)pyrimidin-2-yl)amino)cyclohexyl)-3H-imidazo[4,5-b]pyridine-6-carbonitrile C(#N)C=1C(=NC(=NC1)N[C@H]1C[C@H](CCC1)N1C=NC=2C1=NC=C(C2)C#N)C=2C=NN(C2)C